1-chloroethyl 5-((3R)-2-oxido-1,2-dithiolan-3-yl)pentanoate O=S1SCC[C@H]1CCCCC(=O)OC(C)Cl